2-[3-chloro-6-[5-methyl-1-[1-(oxetan-3-yl)-4-piperidinyl]triazol-4-yl]pyrazolo[1,5-a]pyridin-4-yl]oxy-1-(5-fluoro-2-pyridinyl)ethanone ClC=1C=NN2C1C(=CC(=C2)C=2N=NN(C2C)C2CCN(CC2)C2COC2)OCC(=O)C2=NC=C(C=C2)F